CC1=C(C=CC=C1)SC1=CC=CC=C1 (methylphenyl)-phenyl sulfide